N-(3-Cyano-4-fluorophenyl)-5-(hydroxymethyl)-5,6,9,10-tetrahydro-4H-isoxazolo-[3,4-c]pyrido[4',3':3,4]pyrazolo[1,5-a]azepine-11(12H)-carboxamide C(#N)C=1C=C(C=CC1F)NC(=O)N1CC=2C(=NN3C2C=2C(CC(C3)CO)=CON2)CC1